Cl.FC(C1C(C1)N)(F)F 2-(Trifluoromethyl)cyclopropanamine hydrochloride